7-[4-(methylamino)-5-{5-[(1r,4r)-4-(methylamino)cyclohexyl]-thiadiazol-2-yl}pyridin-2-yl]pyrrolo[1,2-b]pyridazine-3-carbonitrile CNC1=CC(=NC=C1N1SC(=CN1)C1CCC(CC1)NC)C1=CC=C2N1N=CC(=C2)C#N